4-amino-8-(1-methyl-1H-imidazol-5-yl)-N-propylisoquinoline-3-carboxamide NC1=C(N=CC2=C(C=CC=C12)C1=CN=CN1C)C(=O)NCCC